N1(CCC1)CC1=C(C=CC(=C1F)Br)N1CCOCC1 4-(2-(azetidin-1-ylmethyl)-4-bromo-3-fluorophenyl)morpholine